C(#N)N1C[C@@H](CC1)NC(C1=C(C=C(C=C1)C=1C=CC=2N(C1)C=CN2)F)=O (R)-N-(1-cyanopyrrolidin-3-yl)-2-fluoro-4-(imidazo[1,2-a]pyridin-6-yl)benzamide